(2-ethyl-hexyl)(p-nonylphenyl)phosphinic acid C(C)C(CP(O)(=O)C1=CC=C(C=C1)CCCCCCCCC)CCCC